BrC1=CC=C(COC2=C3C(C=C(OC3=CC=C2)C(=O)OCC)=O)C=C1 ethyl 5-((4-bromobenzyl)oxy)-4-oxo-4H-chromene-2-carboxylate